C(CCCCCCCCCCCCCCCCCCC)(=O)[O-].[Cd+2].FC(CN1C=C(CC1)O)(F)F.C(CCCCCCCCCCCCCCCCCCC)(=O)[O-] 1-(2,2,2-trifluoroethyl)pyrrolin-3-ol cadmium arachidate